CC1=C(C=C(C=C1)NC(=O)N1C[C@@H](CC1)CC(F)(F)F)C1=CC(=NC(=C1)N[C@H]1COCCC1)N1CCOCC1 (3S)-N-[4-methyl-3-[2-(morpholin-4-yl)-6-[(3R)-oxacyclohexan-3-ylamino]pyridin-4-yl]phenyl]-3-(2,2,2-trifluoroethyl)pyrrolidine-1-carboxamide